[14C](C)(=O)[O-].[Na+] sodium [14C]acetate